ethanoic Acid Silver-gold-zirconium [Zr].[Au].[Ag].C(C)(=O)O